FC1=C(NC2=NN(C3=CC(=CC=C23)C(C)(C)O)C2OCCCC2)C=CC(=C1)C=1C=NN(C1)C 2-{3-[2-fluoro-4-(1-methyl-1H-pyrazol-4-yl)anilino]-1-(oxan-2-yl)-1H-indazol-6-yl}propan-2-ol